(S)-6-tert-butyl-1-fluoro-10-methoxy-9-(3-methoxypropoxy)-2-oxo-6,7-dihydro-2H-pyrido[2,1-a]isoquinoline-3-carboxylic acid methyl ester COC(=O)C=1C(C(=C2N([C@@H](CC3=CC(=C(C=C23)OC)OCCCOC)C(C)(C)C)C1)F)=O